NCC(C=1SC=CC1)NC(=O)C=1N=CN(C1)C1=NC(=NC=C1C)NC1CCOCC1 N-(2-amino-1-(thiophen-2-yl)ethyl)-1-(5-methyl-2-((tetrahydro-2H-pyran-4-yl)amino)pyrimidin-4-yl)-1H-imidazole-4-carboxamide